CN1N=C(C(=C1C)C=1SC2=C(N=C(N=C2)N2CCC3(CC2)[C@@H](C2=CC=CC=C2C3)N)N1)C (S)-1'-(2-(1,3,5-trimethyl-1H-pyrazol-4-yl)thiazolo[4,5-d]pyrimidin-5-yl)-1,3-dihydrospiro[inden-2,4'-piperidin]-1-amine